CS(=O)(=O)C(C=1C=C2C=C(NC2=CC1)C=1C(NC2=CC=CC=C2C1)=O)N1CCCCC1 3-[5-(methylsulfonylpiperidinylmethyl)-indolyl]Quinolinone